4-(1-(6,7-dimethoxyquinolin-4-yl)-1H-pyrazol-4-yl)-1-iminohexahydro-1λ6-thiopyran 1-oxide COC=1C=C2C(=CC=NC2=CC1OC)N1N=CC(=C1)C1CCS(CC1)(=N)=O